3-(8-((2,6-dimethylbenzyl)amino)-2,3-dimethylimidazo[1,2-a]pyridin-6-yl)imidazolidine-2,4-dione CC1=C(CNC=2C=3N(C=C(C2)N2C(NCC2=O)=O)C(=C(N3)C)C)C(=CC=C1)C